C12(CCC3=C(C=CC=C13)C(O)C=1N=CN(C1)C(C1=CC=CC=C1)(C1=CC=CC=C1)C1=CC=CC=C1)CC2 2',3'-dihydrospiro[cyclopropane-1,1'-indene]-4'-yl[1-(trityl)imidazol-4-yl]methanol